CC(C(=O)C=1C=CC=2NC3=CC=CC=C3C2C1)(C)N(C)C 3-(2-Methyl-2-dimethylaminopropionyl)carbazole